7-(dimethoxymethyl)-4-fluoro-1,2,3,4-tetrahydro-2,4-methylene-1,8-naphthyridine COC(C1=CC=C2C3(CC(NC2=N1)C3)F)OC